BrCCO[Si](C(C)(C)C)(C)C (2-bromoethoxy)-dimethyl-tert-butylsilane